bis(trifluoromethyl)-[1,1'-biphenyl]-3-carboxylate FC(F)(F)C1=C(C(=C(C=C1)C1=CC=CC=C1)C(F)(F)F)C(=O)[O-]